NCC#CC1=CC=C(O1)C#CCCCCCN 7-(5-(3-aminoprop-1-yn-1-yl)furan-2-yl)hept-6-yn-1-amine